FC1=CC=C(C(=C1[C@@H]([C@@H](C=1OC(NN1)=O)NS(=O)(=O)N1CCC(CC1)C(C)C)C)C)C N-((1S,2S)-2-(6-fluoro-2,3-dimethylphenyl)-1-(5-oxo-4,5-dihydro-1,3,4-oxadiazol-2-yl)propyl)-4-isopropyl-piperidine-1-sulfonamide